CN1N=C(C=C1CCCCC)N 1-methyl-5-pentyl-pyrazol-3-amine